tert-Butyl 2-(7-{2,5-dichloropyrimidin-4-yl}-1-oxo-1,2,3,4-tetrahydro-isoquinolin-2-yl)acetate ClC1=NC=C(C(=N1)C1=CC=C2CCN(C(C2=C1)=O)CC(=O)OC(C)(C)C)Cl